4-methoxy-5-(oxazolidin-4-yl)-2H-indazole-7-carboxamide COC=1C2=CNN=C2C(=CC1C1NCOC1)C(=O)N